5-((2-(1-(2-(((2-Chloro-[1,1'-biphenyl]-4-yl)methyl)amino)ethyl)-1H-pyrazol-4-yl)ethyl)amino)benzo[c][2,6]naphthyridine-8-carboxamide ClC1=C(C=CC(=C1)CNCCN1N=CC(=C1)CCNC1=NC2=C(C3=CN=CC=C13)C=CC(=C2)C(=O)N)C2=CC=CC=C2